FC=1C=C(C=NC1)[C@H](CNC(CC1CCC(CC1)S(=O)(=O)N)(C)C)O (1S,4s)-4-{2-[(R)-2-(5-fluoro-3-pyridyl)-2-hydroxyethylamino]-2-methylpropyl}cyclohexanesulfonamide